(E)-3-(4-(2-chlorovinyl)benzyl)-1-(4-(pyridin-4-yl)phenyl)pyrrolidin-2-one Cl/C=C/C1=CC=C(CC2C(N(CC2)C2=CC=C(C=C2)C2=CC=NC=C2)=O)C=C1